3,3',3'',3'''-(ethane-1,2-diylbis(azanetriyl))tetrapropanamide tert-butyl-2-(4-fluoro-2-(2-fluoro-pyridin-4-yl)-6-isopropylphenyl)acetate C(C)(C)(C)OC(CC1=C(C=C(C=C1C(C)C)F)C1=CC(=NC=C1)F)=O.C(CN(CCC(=O)N)CCC(=O)N)N(CCC(=O)N)CCC(=O)N